O=C1NC(CCC1N1C(C2=CC=C(C=C2C1=O)N1CCC(CC1)CN1CCC(CC1)CC(=O)O)=O)=O 2-(1-((1-(2-(2,6-dioxopiperidin-3-yl)-1,3-dioxoisoindolin-5-yl)piperidin-4-yl)methyl)piperidin-4-yl)acetic acid